4-(3-ethylsulfonyl-phenyl)-2-methyl-2,6-naphthyridin-1-one C(C)S(=O)(=O)C=1C=C(C=CC1)C1=CN(C(C2=CC=NC=C12)=O)C